Cl.CN1CCC(=CC1)C1=CC=C(S1)CN1C(NN=C1)=O 4-[5-(1-methyl-1,2,3,6-tetrahydropyridin-4-yl)thiophen-2-yl]methyl-2,4-dihydro-3H-1,2,4-triazol-3-one hydrochloride